ethyl 2-[[cis-3-[tert-butyl (dimethyl) silyl] oxy-2-oxo-5-phenyl-pyrrolidin-1-yl] amino]-2-imino-acetate [Si](C)(C)(C(C)(C)C)O[C@@H]1C(N([C@@H](C1)C1=CC=CC=C1)NC(C(=O)OCC)=N)=O